C1CCC2=C(C=3CCCC3C=C12)NC(=O)NS(=O)(=N)\C=C\[C@H]1N(CCC1)C([2H])([2H])[2H] (E)-N-((1,2,3,5,6,7-hexahydro-s-indacen-4-yl)carbamoyl)-2-((S)-1-(methyl-d3)pyrrolidin-2-yl)ethene-1-sulfonimidamide